1-(7-azaspiro[3.5]nonan-2-yl)-3-(4-(trifluoromethoxy)phenyl)urea C1C(CC12CCNCC2)NC(=O)NC2=CC=C(C=C2)OC(F)(F)F